(R)-1-(3-(3-chloro-2-hydroxypropoxy)-1H-pyrazol-1-yl)ethane-1-one ClC[C@@H](COC1=NN(C=C1)C(C)=O)O